2-((benzyloxy)methyl)-2-(2-fluorophenyl)propane-1,3-diol C(C1=CC=CC=C1)OCC(CO)(CO)C1=C(C=CC=C1)F